CC1=C(C=C(C(=C1)CN1C(=NC=C1)C)C)CN1C(=NC=C1)C 1'-[(2,5-dimethyl-1,4-phenylene)bis(methylene)]bis(2-methyl-1H-imidazole)